naphthylcyclopropylamine C1(=CC=CC2=CC=CC=C12)NC1CC1